1-chloro-2-methylpropyl tridecyl carbonate C(OC(C(C)C)Cl)(OCCCCCCCCCCCCC)=O